tert-Butyl 4-[1-[2-(dibenzylamino)ethyl]-1-hydroxy-3-phenyl-propyl]-2,2-dimethyl-pyrrolidine-1-carboxylate C(C1=CC=CC=C1)N(CCC(CCC1=CC=CC=C1)(O)C1CC(N(C1)C(=O)OC(C)(C)C)(C)C)CC1=CC=CC=C1